BrN1N=CC2=NN(C(C=C21)=O)C2=C(C=CC=C2C)F bromo-5-(2-fluoro-6-methylphenyl)-1H-pyrazolo[4,3-c]pyridazin-6(5H)-one